C(CCCCC)P(CCCCCCCC)(CCCCCC)=O dihexyl-(octyl)phosphine oxide